ClC1=C(C(=NC(=N1)C1=NC=CC=C1)NC1=CC(=C(C=C1)C)C)C(F)(F)F 6-chloro-N-(3,4-dimethylphenyl)-2-(2-pyridyl)-5-(trifluoromethyl)-4-pyrimidinamine